di(nonadecan-9-yl) 3,3'-((4-(4-methylpiperazin-1-yl)butyl)azanediyl)dipropionate CN1CCN(CC1)CCCCN(CCC(=O)OC(CCCCCCCC)CCCCCCCCCC)CCC(=O)OC(CCCCCCCC)CCCCCCCCCC